FC(C1=CC=C(C=C1)CC(=O)NC[C@H]([C@@H](O)[C@H]1[C@@H]([C@H](C[C@@](O1)(C(=O)O)OCCCCCCC#C)O)NC(CO)=O)O)F (2R,4S,5R,6R)-6-((1R,2R)-3-(2-(4-(difluoromethyl)phenyl)acetamido)-1,2-dihydroxypropyl)-4-hydroxy-5-(2-hydroxyacetamido)-2-(oct-7-yn-1-yloxy)tetrahydro-2H-pyran-2-carboxylic acid